FC=1C=C(CNCC=2N(C(C3=C(N2)N(N=C3)C)=O)C3=CC=CC=C3)C=CC1 6-(((3-fluorobenzyl)amino)methyl)-1-methyl-5-phenyl-1H-pyrazolo[3,4-d]pyrimidin-4(5H)-one